CN(S(=O)(=O)C1=NC=CC=C1)C N,N-dimethylpyridine-2-sulfonamide